C1(CCC1)OC1=C(N=CC=2N1N=C(N2)N[C@@H]2[C@@H](CN(CC2)S(=O)(=O)C=2C=NN(C2)C)C)C=2C=NNC2 5-cyclobutoxy-N-((3r,4s)-3-methyl-1-((1-methyl-1H-pyrazol-4-yl)sulfonyl)piperidin-4-yl)-6-(1H-pyrazol-4-yl)-[1,2,4]triazolo[1,5-a]pyrazin-2-amine